COC=1N=NC2=CC(=CC=C2C1)C1=NC(=CC=C1C=1C=NN(C1)CC1(CCC1)C(F)(F)F)C 3-Methoxy-7-[6-methyl-3-(1-{(1-(trifluoromethyl)cyclobutyl)methyl}-1H-pyrazol-4-yl)pyridin-2-yl]cinnolin